ClC1=CC(=C(C=C1)N(S(=O)(=O)C)C)[N+](=O)[O-] N-(4-chloro-2-nitrophenyl)-N-methylmethanesulfonamide